NCC(=O)N[C@@H](CCCCNC(COCCOCCOCCOCCOCCOCCOCCOCCOC(=O)NC=1C=C(C=CC1O)C[C@@H](C[C@@H](C(=O)O)C)NC(=O)OC(C)(C)C)=O)C(NCCCC)=O (2S,4R)-5-(3-((S)-34-(2-aminoacetamido)-28,35-dioxo-2,5,8,11,14,17,20,23,26-nonaoxa-29,36-diazatetracontanamido)-4-hydroxyphenyl)-4-((tert-butoxycarbonyl)amino)-2-methylpentanoic acid